CC=1C=2C(C=NN1)=CNC(C2)=O 1-methylpyrido[3,4-d]pyridazin-7(6H)-one